ClC1=C(C=C(CC2C(N(CC2)C2=NNC(=C2F)C2=CN=NC=C2)=O)C=C1F)F 3-(4-chloro-3,5-difluorobenzyl)-1-(4-fluoro-5-(pyridazin-4-yl)-1H-pyrazol-3-yl)pyrrolidin-2-one